[Si](C)(C)(C(C)(C)C)OCC1=C(C(=O)O)C=CC=N1 (((tert-butyldimethylsilyl)oxy)methyl)nicotinic acid